N1CCCNCCCNCCCNCCCNCCC1.[Eu+2] europium (II) 1,5,9,13,17-pentaazacycloeicosane